F[C@H]1[C@@H](C1)C(=O)N1C2CN(CC1CC2)C2=C1C(=NC=C2)NC(=N1)C1=CC(=NC=C1)N(C(OC(C)(C)C)=O)C tert-butyl (4-(7-(8-((1S,2R)-2-fluorocyclopropane-1-carbonyl)-3,8-diazabicyclo[3.2.1]octan-3-yl)-3H-imidazo[4,5-b]pyridin-2-yl)pyridin-2-yl)(methyl)carbamate